5-(3-(2,2-difluoroethyl)-2-methyl-3H-imidazo[4,5-b]pyridin-5-yl)-N-((1-(trifluoromethyl)cyclopropyl)methyl)-7H-pyrrolo[2,3-d]pyrimidin-2-amine FC(CN1C(=NC=2C1=NC(=CC2)C2=CNC=1N=C(N=CC12)NCC1(CC1)C(F)(F)F)C)F